(E)-N-(4-(1-(4-(4-(7-(2-(2,6-dioxopiperidin-3-yl)-1-oxoisoindolin-4-yl)hept-6-yn-1-yl)piperazin-1-yl)-2-fluorobenzoyl)pyrrolidin-3-yl)butyl)-3-(5-fluoropyridin-3-yl)acrylamide O=C1NC(CCC1N1C(C2=CC=CC(=C2C1)C#CCCCCCN1CCN(CC1)C1=CC(=C(C(=O)N2CC(CC2)CCCCNC(\C=C\C=2C=NC=C(C2)F)=O)C=C1)F)=O)=O